C(=CC)CCOC 2-propenyl-1-methyloxyethane